(R/S)-3-[[5-[3-(Difluoromethyl)-4-fluoro-phenyl]-3-pyridyl]methyl]-5-methyl-oxazolidin-2-one FC(C=1C=C(C=CC1F)C=1C=C(C=NC1)CN1C(O[C@@H](C1)C)=O)F |r|